8-methoxy-2-(6-propylpyridin-3-yl)-2,3-dihydrobenzo[b][1,4]Dioxine-6-carboxylic acid methyl ester COC(=O)C1=CC2=C(OC(CO2)C=2C=NC(=CC2)CCC)C(=C1)OC